3H-xanthine N1C(=O)NC=2N=CNC2C1=O